Cl.FC1=C(C=CC(=C1F)OC)C1=CN=C2N1C=CN=C2NC2=CC(=C(C=C2)C(=O)N2CCN(CC2)C(=O)[C@H]2NC[C@@H](C2)O)CC [4-[[3-(2,3-difluoro-4-methoxy-phenyl)imidazo[1,2-a]pyrazin-8-yl]amino]-2-ethyl-phenyl]-[4-[(2S,4R)-4-hydroxypyrrolidine-2-carbonyl]piperazin-1-yl]methanone hydrochloride